C12(CC(C1)C2)NC(C(=O)C=2C=C(N(C2)C)C(=O)Cl)=O 4-(2-(bicyclo[1.1.1]pent-1-ylamino)-2-oxoacetyl)-1-methyl-1H-pyrrole-2-carbonyl chloride